C(=CCCCCCCCCCCCCCCCC)OC1=C(C=CC=C1)Br bromophenyl octadecenyl ether